1-[4-(4-{2-[2-fluoro-5-(trifluoromethoxy)phenyl]acetamido}-1H-1,2,3-triazol-1-yl)butyl]-N-[(3-fluoropyridin-2-yl)methyl]-1H-1,2,3-triazole-4-carboxamide FC1=C(C=C(C=C1)OC(F)(F)F)CC(=O)NC=1N=NN(C1)CCCCN1N=NC(=C1)C(=O)NCC1=NC=CC=C1F